benzoylamino-N-(cyclopropylmethyl)-[2,3'-bipyridine]-4-carboxamide C(C1=CC=CC=C1)(=O)NC=1C(=NC=CC1C(=O)NCC1CC1)C=1C=NC=CC1